C(C)(C)(C)OC(=O)N1C(NC(C1)=O)=O 2,4-dioxoimidazoline-1-carboxylic acid tert-butyl ester